C(#N)C1=CC=C(C=C1)[C@@H]1C=C(CCN1C(=O)OCC1=CC=CC=C1)OS(=O)(=O)C(F)(F)F benzyl (S)-6-(4-cyanophenyl)-4-(((trifluoromethyl) sulfonyl) oxy)-3,6-dihydropyridine-1(2H)-carboxylate